FC(CC1=C(N=C(O1)CC1=CC=C(C=C1)C1=NOC(=N1)C(F)(F)F)C(=O)N)(F)F (2,2,2-trifluoroethyl)-2-[[4-[5-(trifluoromethyl)-1,2,4-oxadiazol-3-yl]phenyl]methyl]-4-oxazolecarboxamide